2-(fluorenylmethoxycarbonyl-amino)butanoic acid tert-butyl ester C(C)(C)(C)OC(C(CC)NC(=O)OCC1=CC=CC=2C3=CC=CC=C3CC12)=O